ClO.C1=CC=CC=2SC3=CC=CC=C3NC12 phenothiazine compound with hypochlorous acid